CC(C)C1=CC=C(C=N1)NC(=O)N1[C@H](CCC1)C(=O)NC1=CC=C(C=C1)C1=CC=C(C=C1)C(=O)O 4'-[(1-{[6-(propan-2-yl)pyridin-3-yl]carbamoyl}-D-prolyl)amino][1,1'-biphenyl]-4-carboxylic acid